2-((R)-1-((S)-2-cyclopropyl-2-fluoroethyl)piperidin-3-yl)-7-methoxy-[1,2,4]triazolo[1,5-c]quinazolin-5-amine C1(CC1)[C@@H](CN1C[C@@H](CCC1)C1=NN2C(=NC=3C(=CC=CC3C2=N1)OC)N)F